IC1=NNC2=C1CN(CC2)C2=NC=C(C=C2)C=2N(C=C(N2)C(F)(F)F)C(C)C 3-Iodo-5-(5-(1-isopropyl-4-(trifluoromethyl)-1H-imidazol-2-yl)pyridin-2-yl)-4,5,6,7-tetrahydro-1H-pyrazolo[4,3-c]pyridine